BrC1=C2CC(C(C2=C(C=C1)SC(F)(F)F)=O)(F)F 4-bromo-2,2-difluoro-7-(trifluoromethylsulfanyl)indan-1-one